C(C)OC=1C=C(C=CC1OC)[C@@H](CS(=O)(=O)C)N1C(C2=CC(=CC(=C2C1=O)NC(C)=O)CCCCCCCC1CCNCC1)=O (S)-N-(2-(1-(3-ethoxy-4-methoxyphenyl)-2-(methyl-sulfonyl)ethyl)-1,3-dioxo-6-(7-(piperidin-4-yl)heptyl)isoindolin-4-yl)acetamide